1-(4-((2R,3R)-2-Methyl-1-(6-(4-methyl-1-oxa-8-azaspiro[4.5]dec-3-en-8-yl)-2-(trifluoromethyl)pyrimidin-4-yl)azetidin-3-yl)piperazin-1-yl)prop-2-en-1-one C[C@H]1N(C[C@H]1N1CCN(CC1)C(C=C)=O)C1=NC(=NC(=C1)N1CCC2(C(=CCO2)C)CC1)C(F)(F)F